O=C([C@H](CCCC)NC(O[C@@H](C(F)(F)C1=CC(=CC=C1)Cl)C=1C=NC=CC1)=O)N[C@H](C=O)C[C@H]1C(NCC1)=O (R)-2-(3-chlorophenyl)-2,2-difluoro-1-(pyridin-3-yl)ethyl ((S)-1-oxo-1-(((S)-1-oxo-3-((S)-2-oxopyrrolidin-3-yl)propan-2-yl)amino)hexan-2-yl)carbamate